5-chloro-N-((6-methoxy-1-methyl-1H-benzimidazol-7-yl)methyl)-6-(trifluoromethyl)-nicotinamide ClC=1C(=NC=C(C(=O)NCC2=C(C=CC3=C2N(C=N3)C)OC)C1)C(F)(F)F